methyl 2-(2,2-difluoro-6-azaspiro[2.5]octan-1-yl)-1-(((S)-oxetan-2-yl)methyl)-1H-Benzo[d]imidazole-6-carboxylate FC1(C(C12CCNCC2)C2=NC1=C(N2C[C@H]2OCC2)C=C(C=C1)C(=O)OC)F